3-amino-2-oxo-1-(4-phenyl-3,4-dihydro-2H-benzo[b][1,4]oxazin-6-yl)-1,2-dihydrothieno[2,3-b]pyrazine-7-carboxylic acid NC=1C(N(C2=C(N1)SC=C2C(=O)O)C2=CC1=C(OCCN1C1=CC=CC=C1)C=C2)=O